C(C=CCC)(=O)O 10Z,12E,16Z-pentaenoic acid